[(2,4-dichlorophenyl)methyl][(pyridin-3-yl)methyl]amine hydrochloride Cl.ClC1=C(C=CC(=C1)Cl)CNCC=1C=NC=CC1